3,5-diethyl-1,4-di-p-toluenesulfonyl-1H-pyrazole C(C)C1=NN(C(=C1S(=O)(=O)C1=CC=C(C)C=C1)CC)S(=O)(=O)C1=CC=C(C)C=C1